CN1CC(CC(C1)C)C=1SC2=C(N1)C=C(C=C2)[C@@H]2NC[C@H](CC2)C 2-(1,5-dimethyl-3-piperidyl)-5-[(2R,5S)-5-methyl-2-piperidyl]-1,3-benzothiazole